[4-[3-[2-(1-piperidinyl)ethoxy]pyrrolidin-1-yl]thieno[3,2-c]pyridin-2-yl]-1H-pyrimidine-2,4-dione N1(CCCCC1)CCOC1CN(CC1)C1=NC=CC2=C1C=C(S2)N2C(NC(C=C2)=O)=O